C(C1=CC=CC=C1)OC1=C(C(=CC(=C1)O)O)C(=O)N1CC2=CC=CC(=C2C1)NC1COCC(C1)(F)F (2-(Benzyloxy)-4,6-dihydroxyphenyl)(4-((5,5-difluorotetrahydro-2H-pyran-3-yl)amino)isoindolin-2-yl)methanone